4-(1-piperazinyl)benzothiophene tert-butyl-(R)-3-(2-methyl-5-((6-methylpyridin-2-yl)methoxy)benzofuran-3-carboxamido)-pyrrolidine-1-carboxylate C(C)(C)(C)OC(=O)N1C[C@@H](CC1)NC(=O)C1=C(OC2=C1C=C(C=C2)OCC2=NC(=CC=C2)C)C.N2(CCNCC2)C2=CC=CC1=C2C=CS1